sodium ((2R,3R,4S,5R)-3,4-dihydroxy-5-((phosphonooxy) methyl) tetrahydrofuran-2-yl) pyridin-1-ium-3-carboxylate [NH+]1=CC(=CC=C1)C(=O)O[C@H]1O[C@@H]([C@H]([C@H]1O)O)COP(=O)(O)O.[Na+]